(R)-2-((5-fluoro-2-methoxyphenyl)(1H-indol-2-yl)methyl)-6-(4-methylpiperazin-1-yl)isoindolin-1-one FC=1C=CC(=C(C1)[C@@H](N1C(C2=CC(=CC=C2C1)N1CCN(CC1)C)=O)C=1NC2=CC=CC=C2C1)OC